FC1=CC=C(C=C1)C1CC(C(N1C)=O)C(=O)NC1=CC=C(C=C1)OC 5-(4-fluorophenyl)-N-(4-methoxyphenyl)-1-methyl-2-oxopyrrolidine-3-carboxamide